gluconic acid-phenylalanine salt N[C@@H](CC1=CC=CC=C1)C(=O)O.O=C([C@H](O)[C@@H](O)[C@H](O)[C@H](O)CO)O